C(C=C)OCC1(COC(OC1)(C)C)CC 5-((allyloxy)methyl)5-ethyl-2,2-dimethyl-1,3-dioxane